FC1=C(CNC(=O)C2=C(N=C(S2)C2=CC=C3C(=NNC3=C2)C(NC)=O)C)C=C(C=C1)C(F)(F)F N-(2-fluoro-5-(trifluoromethyl)benzyl)-4-methyl-2-(3-(methylcarbamoyl)-1H-indazol-6-yl)thiazole-5-carboxamide